N-(2-chloro-4-(trifluoromethyl)phenyl)-2-(5-ethyl-2-(3-methoxybicyclo[3.1.0]hexan-6-yl)-7-oxo-6-(piperazin-1-yl)-[1,2,4]triazolo[1,5-a]pyrimidin-4(7H)-yl)acetamide ClC1=C(C=CC(=C1)C(F)(F)F)NC(CN1C=2N(C(C(=C1CC)N1CCNCC1)=O)N=C(N2)C2C1CC(CC21)OC)=O